Cl.FC1=C(CC=2C=NNC2)C=CC=C1F 4-(2,3-difluorobenzyl)-1H-pyrazole hydrochloride